(S)-7-(2-(2-oxa-6-azaspiro[3.4]oct-6-yl)pyrimidin-5-yl)-4-phenyl-3,4-dihydro-1H-benzo[4,5]imidazo[2,1-c][1,4]oxazine C1OCC12CN(CC2)C2=NC=C(C=N2)C2=CC1=C(N=C3COC[C@@H](N31)C3=CC=CC=C3)C=C2